9Z,11E,13E-Octadecatrienoic acid CCCC/C=C/C=C/C=C\CCCCCCCC(=O)O